CC1(CC=2C(=NC=CC2)O1)C 2,2-dimethyl-2,3-dihydrofuro[2,3-b]pyridine